ClC=1C=NC=C(C1NC(C1=CC(=C(C=C1)OC(F)F)OCCCCCN1CCC(CC1)C1=C2CN(C(C2=CC(=C1)F)=O)C1C(NC(CC1)=O)=O)=O)Cl N-(3,5-dichloropyridin-4-yl)-4-(difluoromethoxy)-3-((5-(4-(2-(2,6-dioxo-piperidin-3-yl)-6-fluoro-1-oxoisoindolin-4-yl)piperidin-1-yl)pentyl)oxy)benzamide